N-(1-naphthyl)-2-naphthylamine C1(=CC=CC2=CC=CC=C12)NC1=CC2=CC=CC=C2C=C1